NC1CC(CC(C1)(C)C\N=C(/O)\C1=CC=C(C(=O)O)C=C1)(C)C 4-[(Z)-N-[(5-amino-1,3,3-trimethyl-cyclohexyl)methyl]-C-hydroxycarbonimidoyl]benzoic acid